BrC=1C=C(C=C(C1)OC(F)(F)F)NC(=O)NC1=C(C=CC(=C1)Cl)CCO 1-(3-bromo-5-trifluoromethoxyphenyl)-3-[5-chloro-2-(2-hydroxyethyl)phenyl]urea